O1CCC(CC1)N1N=CC(=C1)C=1C=CC=2N(N1)C(=CN2)C2=CC=CC(=N2)NC2CC1(CNC1)CC2 N-(6-(6-(1-(tetrahydro-2H-pyran-4-yl)-1H-pyrazol-4-yl)imidazo[1,2-b]pyridazin-3-yl)pyridin-2-yl)-2-azaspiro[3.4]octan-6-amine